nickel (2-ethylhexyl) phosphonate P(OCC(CCCC)CC)([O-])=O.[Ni+2].C(C)C(COP([O-])=O)CCCC